N1(CCNCC1)C[C@H](N)C(=O)O β-(1-piperazinyl)alanine